BrC1=CC=C(C=C1)OC1CCCCC1 1-bromo-4-(cyclohexyloxy)benzene